N1N=CC(=C1)C=1SC=C(N1)C(=O)NC=1C(=NN(C1)C1CCOCC1)C1=NC=CC=C1 2-(1H-pyrazol-4-yl)-N-(3-(pyridin-2-yl)-1-(tetrahydro-2H-pyran-4-yl)-1H-pyrazol-4-yl)thiazole-4-carboxamide